N-(2,3-difluorophenyl)-3-ethyl-6,7-dihydro-6-[4-(trifluoromethyl)phenyl]-5H-pyrrolo[2,1-c]-1,2,4-triazole-7-carboxamide FC1=C(C=CC=C1F)NC(=O)C1C(CN2C1=NN=C2CC)C2=CC=C(C=C2)C(F)(F)F